[N+](=O)([O-])C1=CC=C(C=C1)CC(C=O)S(=O)(=O)C1=CC=C(C)C=C1 3-(4-nitrophenyl)-2-(p-toluenesulfonyl)propanal